(3S)-3-(4-fluoro-2',5,6'-trimethyl-[1,1'-biphenyl]-3-yl)-3-(2-(3-fluoro-5-(2-(3-fluoroazetidin-1-yl)ethyl)-2-oxopyridin-1(2H)-yl)-4-methylpentanamido)propanoic acid FC1=C(C=C(C=C1C)C1=C(C=CC=C1C)C)[C@H](CC(=O)O)NC(C(CC(C)C)N1C(C(=CC(=C1)CCN1CC(C1)F)F)=O)=O